C(C)(C)(C)OC(=O)N(C(=O)C1=COC=C1)C=1C=C(C(=O)OC)C=CC1I methyl 3-[N-(tert-butoxycarbonyl) furan-3-amido]-4-iodobenzoate